(6,8-dibromoimidazo[1,2-a]pyridin-2-yl)[(3S,4S)-4-(3,4-dihydroisoquinolin-2(1H)-yl)-3-hydroxypiperidin-1-yl]methanone BrC=1C=C(C=2N(C1)C=C(N2)C(=O)N2C[C@@H]([C@H](CC2)N2CC1=CC=CC=C1CC2)O)Br